O=C1N2C(=NC=3C=C4C(=CC13)OCCO4)C(=CC=C2)C(=O)NCCN2CCCC2 12-oxo-N-(2-(pyrrolidin-1-yl)ethyl)-2,3-dihydro-12H-[1,4]dioxino[2,3-g]pyrido[2,1-b]quinazoline-7-carboxamide